2-propoxy-4-(methoxymethyl)phenol C(CC)OC1=C(C=CC(=C1)COC)O